3-[4-[[1-(2-hydroxyacetyl)-4-piperidyl]oxy]anilino]-5-(methylamino)-6-(3-methylimidazo[4,5-c]pyridin-7-yl)pyrazine-2-carboxamide OCC(=O)N1CCC(CC1)OC1=CC=C(NC=2C(=NC(=C(N2)NC)C=2C3=C(C=NC2)N(C=N3)C)C(=O)N)C=C1